5-(4-(1-ethylcyclohexyloxycarbonyl)phenyl)-7-oxo-bicyclo[2.2.1]Hept-2-ene C(C)C1(CCCCC1)OC(=O)C1=CC=C(C=C1)C1C2C=CC(C1)C2=O